C(C)OB1OC(C2=C1C=CC(=C2)NC2=NC=C(C(=N2)N[C@H](CO)C2=CC=CC=C2)C=2OC(=NN2)C2=NC=CC=C2)(C)C (S)-2-((2-((1-ethoxy-3,3-dimethyl-1,3-dihydrobenzo[c][1,2]oxaborol-5-yl)amino)-5-(5-(pyridin-2-yl)-1,3,4-oxadiazol-2-yl)pyrimidin-4-yl)amino)-2-phenylethan-1-ol